CCC(C)(C)[O-].[Na+] sodium tert-amoxide